BrC1=C(C=C(C=C1)N1N=NC(=C1)[Si](C)(C)C)OC [1-(4-bromo-3-methoxy-phenyl)triazol-4-yl]-trimethyl-silane